(5R)-2-(2-fluorophenyl)-5-methyl-6,7-dihydro-5H-pyrazolo[5,1-b][1,3]oxazine-3-carboxylic acid FC1=C(C=CC=C1)C1=NN2C(O[C@@H](CC2)C)=C1C(=O)O